OC1=C(C=CC(=C1)C(F)(F)F)C1=NN=C(C(N1C)=O)NC1C2CCC(CC1)N2C 3-[2-Hydroxy-4-(trifluoromethyl)phenyl]-4-methyl-6-[(8-methyl-8-azabicyclo[3.2.1]octan-2-yl)amino]-1,2,4-triazin-5-on